CC1=C(C(=O)N[C@H](C)C2=CC(=CC(=C2)C=2SC=CC2)C=2C=NN(C2)C)C=C(C=C1)N1CCNCC1 (R)-2-methyl-N-(1-(3-(1-methyl-1H-pyrazol-4-yl)-5-(thiophen-2-yl)phenyl)ethyl)-5-(piperazin-1-yl)benzamide